ClC=1C=C(C=C(C1)Cl)C1(CC(=NO1)C1=NC=C(C2=C1C=CS2)C(=O)O)C(F)(F)F 4-[5-(3,5-dichlorophenyl)-4,5-dihydro-5-(trifluoromethyl)-3-isoxazolyl]-thieno[3,2-c]pyridine-7-carboxylic acid